OCCCC1(C2=CC(=CC=C2C=2C=CC(=CC12)C1=CC=CC2=CC=CC=C12)C1=CC=CC2=CC=CC=C12)CCCO 9,9-bis(3-hydroxypropyl)-2,7-dinaphthylfluorene